CC1=NC=C(C=C1C1=CC=CC=C1)C(F)(F)F 2-Methyl-3-phenyl-5-(trifluoromethyl)pyridine